FC=1C=C2C(C[C@H]([C@@H](C2=CC1F)NC(NC=1C=C(C(=NC1C1=CC=CC=C1)C(=O)N)C)=O)O)(C)C 5-(3-((1r,2r)-6,7-difluoro-2-hydroxy-4,4-dimethyl-1,2,3,4-tetrahydronaphthalen-1-yl)ureido)-3-methyl-6-phenylpyridinecarboxamide